C(=O)(O)CN(CCNCCN)CC(=O)O 1,1-bis(Carboxymethyl)-diethylenetriamine